NC=1C=C(C=CC1)S(=O)(=O)NC1=NC(=CC(=N1)CC1=CC=CC=C1)C1=C(C=CC=C1C)C 3-amino-N-[4-benzyl-6-(2,6-dimethylphenyl)pyrimidin-2-yl]benzenesulfonamide